CC1=C(C(CCC1=O)(C)CO)/C=C/C(=C/C=C/C(=C/C(=O)[O-])/C)/C The molecule is a retinoid anion that is the conjugate base of all-trans-4-oxo-16-hydroxyretinoic acid, obtained by deprotonation of the carboxy group; major species at pH 7.3. It is a retinoid anion, a hydroxy monocarboxylic acid anion and an oxo monocarboxylic acid anion. It is a conjugate base of an all-trans-4-oxo-16-hydroxyretinoic acid.